3-Bromobiphenyl BrC=1C=C(C=CC1)C1=CC=CC=C1